N(=[N+]=[N-])CCOCCOCCOC=CN 11-azido-3,6,9-trioxaundecanen-1-amine